COC(C(CC1CC1)C)=O Methyl-3-cyclopropyl-2-methylpropionate